N(=[N+]=[N-])CCCC(N[C@H](C(NCCOCCOCCOCCOCCC(=O)OC1=C(C(=C(C(=C1F)F)F)F)F)=O)CCCCN=[N+]=[N-])=O perfluorophenyl (S)-23-azido-18-(4-azidobutyl)-17,20-dioxo-4,7,10,13-tetraoxa-16,19-diazatricosanoate